ClC1=NC(=CC(=C1)C=1C(=NN2C1N=C(C=C2)C(=O)NS(=O)(=O)C)C2=CC(=CC=C2)C#N)C 3-(2-chloro-6-methyl-4-pyridinyl)-2-(3-cyanophenyl)-N-methylsulfonyl-pyrazolo[1,5-a]pyrimidine-5-carboxamide